(1r,4r)-N,N-dimethyl-4-(3-methyl-8-(1-methyl-1H-pyrazol-4-yl)-3H-pyrrolo[2,3-c]isoquinolin-1-yl)cyclohexan-1-amine CN(C1CCC(CC1)C1=CN(C=2N=CC=3C=CC(=CC3C21)C=2C=NN(C2)C)C)C